7-chloro-N-[5-(difluoromethoxy)-3-fluoro-6-methoxy-2-pyridyl]imidazo[1,2-a]pyridine-3-sulfonamide ClC1=CC=2N(C=C1)C(=CN2)S(=O)(=O)NC2=NC(=C(C=C2F)OC(F)F)OC